3-(5-{[(4-carbamimidoylphenyl)methyl](methyl)amino}-4-cyano-3-[1-(pyrrolidine-1-carbonyl)pyrrolidin-3-yl]-1H-pyrazole-1-carbonyl)benzoic acid C(N)(=N)C1=CC=C(C=C1)CN(C1=C(C(=NN1C(=O)C=1C=C(C(=O)O)C=CC1)C1CN(CC1)C(=O)N1CCCC1)C#N)C